N-[2-(1,3-dimethylbutyl)-phenyl]-1,3-dimethyl-5-fluoro-1H-pyrazole-4-carboxamide CC(CC(C)C)C1=C(C=CC=C1)NC(=O)C=1C(=NN(C1F)C)C